(4-cyclopropylbutyl)-4-(thiazol-2-yl)-1H-imidazole-1-carboxamide C1(CC1)CCCCC=1N(C=C(N1)C=1SC=CN1)C(=O)N